CO[Si](CCC(F)(F)F)(OC)OC trimethoxy(3,3,3-trifluoropropyl)-silane